NC1=CC=CC(=N1)S(=O)(=O)NC(=O)C=1C(=NC(=CC1)C1=CC(=CC(=C1)OCC(C)C)F)OC1CCCCCC1 N-[(6-Amino-2-pyridyl)sulfonyl]-2-(cycloheptoxy)-6-(3-fluoro-5-isobutoxyphenyl)pyridin-3-carboxamid